ethyl (R,S)-chlorophenylacetate Cl[C@@H](C(=O)OCC)C1=CC=CC=C1